NC1=C(C(=O)NC2=C(C=C(C=C2)NC(=O)C=2C(N(C(=CC2)C)C2=CC=C(C=C2)F)=O)F)C=C(C=N1)C=1C=NN(C1)C 2-amino-N-(2-fluoro-4-(1-(4-fluorophenyl)-6-methyl-2-oxo-1,2-dihydropyridin-3-carboxamido)phenyl)-5-(1-methyl-1H-pyrazol-4-yl)nicotinamide